ethoxymethyl-propane triacrylate C(C=C)(=O)O.C(C=C)(=O)O.C(C=C)(=O)O.C(C)OCCCC